(R)-4-acryloyl-2-trifluoromethylpiperazine C(C=C)(=O)N1C[C@@H](NCC1)C(F)(F)F